4,4'-(propane-2,2-diyl)bis(2-methylphenol) CC(C)(C1=CC(=C(C=C1)O)C)C1=CC(=C(C=C1)O)C